(2E)-1-(4-{[3-(4-methoxyphenyl)imidazo[1,2-a]pyrazin-8-yl]amino}hexahydropyridin-1-yl)but-2-en-1-one COC1=CC=C(C=C1)C1=CN=C2N1C=CN=C2NC2CCN(CC2)C(\C=C\C)=O